3-((2S)-3-(8-(4'-(cyanomethoxy)biphenyl-3-ylsulfonyl)-1-oxa-8-azaspiro[4.5]dec-3-ylamino)-2-hydroxypropoxy)-N-ethylbenzenesulfonamide C(#N)COC1=CC=C(C=C1)C1=CC(=CC=C1)S(=O)(=O)N1CCC2(CC(CO2)NC[C@@H](COC=2C=C(C=CC2)S(=O)(=O)NCC)O)CC1